5-Chloro-1-methyl-3-(5-methylisoxazol-3-yl)-N-(7-neopentyl-7-azaspiro[3.5]nonan-2-yl)-1H-pyrazole-4-carboxamide ClC1=C(C(=NN1C)C1=NOC(=C1)C)C(=O)NC1CC2(C1)CCN(CC2)CC(C)(C)C